4-(1-(4-bromo-3-fluorobenzyl)azetidin-3-yl)morpholine bis-methanesulfonic acid salt CS(=O)(=O)O.CS(=O)(=O)O.BrC1=C(C=C(CN2CC(C2)N2CCOCC2)C=C1)F